(S)-1-methyl-2-(3-pyridyl)pyrrolidine CN1[C@@H](CCC1)C=1C=NC=CC1